C1(CC1)C(=O)N1CC(C1)N1N=CC(=C1)C1=NNC=2C1=NC(=C(C2)OC)C2=C1CCCC1=CC=C2 cyclopropyl-(3-(4-(5-(2,3-dihydro-1H-inden-4-yl)-6-methoxy-1H-pyrazolo[4,3-b]pyridin-3-yl)-1H-pyrazol-1-yl)azetidin-1-yl)methanone